5-ethoxy-5'-methyl-3H-spiro[furo[2,3-c]pyridine-2,3'-pyrrolidine] C(C)OC=1C=C2C(=CN1)OC1(CNC(C1)C)C2